N-(2-((Dimethylamino)methyl)quinolin-8-yl)-3-(trifluoromethoxy)benzenesulfonamide CN(C)CC1=NC2=C(C=CC=C2C=C1)NS(=O)(=O)C1=CC(=CC=C1)OC(F)(F)F